N2-tert-butyl-6-cyclopropyl-7-[4-(pyrrolidin-1-ylcarbonyl)phenyl]-3,4-dihydropyrrolo[1,2-a]pyrazine-2,8(1H)-dicarboxamide C(C)(C)(C)NC(=O)N1CC=2N(CC1)C(=C(C2C(=O)N)C2=CC=C(C=C2)C(=O)N2CCCC2)C2CC2